2-methoxy-4-allylphenol COC1=C(C=CC(=C1)CC=C)O